7-benzyl-1-(3-hydroxypropyl)-3-methyl-8-(3-(trifluoromethoxy)phenoxy)-1H-purine-2,6(3H,7H)-dione C(C1=CC=CC=C1)N1C(=NC=2N(C(N(C(C12)=O)CCCO)=O)C)OC1=CC(=CC=C1)OC(F)(F)F